C(C)(=O)C1=CC=C2C(N(C(C2=C1)=O)C1=CC=C(C=C1)Cl)OCC1(COC1)C 6-acetyl-2-(4-chlorophenyl)-3-((3-methyloxet-3-yl)methoxy)isoindolin-1-one